COC=1C=C(C=CC1OC)C(CC)C=1N=C(C2=C(N1)OC(=C2C(=O)N)C)NC2(CC2)C [1-(3,4-dimethoxyphenyl)propyl]-6-methyl-4-[(1-methylcyclopropyl)amino]furo[2,3-d]pyrimidine-5-carboxamide